COC(=O)C=1C=C2C(=CC=NC2=CC1C(=O)OC)O.FC1=C(OC2=CC=C(C=C2)C=2N=C(N3C2C=NC=C3C)[C@H]3N(CCCC3)C(C=C)=O)C=CC=C1OC (S)-1-(2-(1-(4-(2-fluoro-3-methoxyphenoxy)phenyl)-5-methylimidazo[1,5-a]pyrazin-3-yl)piperidin-1-yl)prop-2-en-1-one dimethyl-4-hydroxyquinoline-6,7-dicarboxylate